4-[4-[3-(2-pyridyl)-1H-pyrazol-4-yl]-2-pyridyl]-N-(tetrahydro-2H-pyran-4-yl)benzamide N1=C(C=CC=C1)C1=NNC=C1C1=CC(=NC=C1)C1=CC=C(C(=O)NC2CCOCC2)C=C1